4-hydroxy-phenyl-4-methoxy-phenyl-acetic acid OC1=CC=C(C=C1)C(C(=O)O)C1=CC=C(C=C1)OC